benzyl-7-(1-benzylpiperidin-3-yl)-N,2-dimethylpyrazolo[1,5-a]pyrimidin-3-amine C(C1=CC=CC=C1)C1=NC=2N(C(=C1)C1CN(CCC1)CC1=CC=CC=C1)N=C(C2NC)C